[Ba].[Sn].[In].[Ga] gallium indium tin barium